C1CC12CCN(CC2)C=2C=C(C=CC2N2N=NC(=C2)C2=CC(=C(C(=C2)C)[N+](=O)[O-])N2CCC(CC2)(F)F)NS(=O)(=O)CCO N-(3-{6-azaspiro[2.5]octane-6-yl}-4-{4-[3-(4,4-difluoropiperidin-1-yl)-5-Methyl-4-nitrophenyl]-1H-1,2,3-triazol-1-yl}phenyl)-2-hydroxyethane-1-sulfonamide